[Br-].[Br-].N1=CC=CC=C1.N1=CC=CC=C1 bispyridine dibromide